C(C1=CC=CC=C1)N1S(C2=C(C3=C1C=C(C=C3)OC(F)(F)F)C=C(C(=C2)O)O)(=O)=O 6-benzyl-2,3-dihydroxy-8-(trifluoromethoxy)-6H-dibenzo[c,e][1,2]thiazine 5,5-dioxide